C(C1=CC=CC=C1)[AlH]CC benzyl-ethylaluminum hydride